6-chloro-3-((1-(2-cyano-3-(3-methoxypyrrolidin-yl)-7-methylquinoxalin-5-yl)ethyl)amino)picolinic acid ClC1=CC=C(C(=N1)C(=O)O)NC(C)C1=C2N=C(C(=NC2=CC(=C1)C)C#N)N1CC(CC1)OC